FC1=CC=C(OCCCC(C(=O)N2CC(N(CC2)S(=O)(=O)C2=CC=C(C(=O)O)C=C2)C)(C)C)C=C1 4-((4-(5-(4-fluorophenoxy)-2,2-dimethylpentanoyl)-2-methylpiperazin-1-yl)sulfonyl)benzoic acid